C(C)(=O)N1N=C(CC1C1=CC=CC=C1)C1=CC=CC=C1 1-acetyl-3,5-diphenyl-4,5-dihydro-(1H)-pyrazole